CNC(C1=NC=C(C=C1)N1CCC(CC1)N1CC(CC1)C1=NC2=CC=CC=C2C(N1)=O)=O N-methyl-5-(4-(3-(4-oxo-3,4-dihydroquinazolin-2-yl)pyrrolidin-1-yl)piperidin-1-yl)picolinamide